(R)-((1-methyl-1H-pyrazol-3-yl)(1-methylcyclopentyl)methyl)carbamic acid tert-butyl ester C(C)(C)(C)OC(N[C@H](C1(CCCC1)C)C1=NN(C=C1)C)=O